C1(CC1)C=1N=CN(C1)C=1C(=CC(=C(C1)CO)F)C(F)F (5-(4-cyclopropyl-1H-imidazol-1-yl)-4-(difluoromethyl)-2-fluorophenyl)methanol